C1CCC2=C(C=3CCCC3C=C12)NC(=O)N=[S@](=O)(N)C1=CC=C(C=C1)CN1CC(C1)OC (R)-N'-((1,2,3,5,6,7-hexahydro-s-indacen-4-yl)carbamoyl)-4-((3-methoxyazetidin-1-yl)methyl)benzenesulfonimidamide